[(4S)-7-chloro-6-(2,6-difluorophenyl)-4-methyl-8-(trifluoromethyl)-4H-[1,2,4]triazolo[1,5-a][1,4]benzodiazepin-2-yl]-(3-methoxyazetidin-1-yl)methanone ClC1=C(C=CC2=C1C(=N[C@H](C=1N2N=C(N1)C(=O)N1CC(C1)OC)C)C1=C(C=CC=C1F)F)C(F)(F)F